C(#N)C=1C=C(C=C(C1O[C@@H](CSC1=CC=C(C=C1)F)CCN1CC(C1)F)F)S(=O)(=O)NC(=O)C1(OCCCC1)C N-((3-cyano-5-fluoro-4-(((R)-4-(3-fluoroazetidin-1-yl)-1-((4-fluorophenyl)thio)butan-2-yl)oxy)phenyl)sulfonyl)-2-methyltetrahydro-2H-pyran-2-carboxamide